2-(m-tolylamino)naphthalene-1,4-dione C1(=CC(=CC=C1)NC=1C(C2=CC=CC=C2C(C1)=O)=O)C